methyl 2-pyrazincarboxylate N1=C(C=NC=C1)C(=O)OC